[I-].COC=1C=C2C=CCN(C2=CC1)C 6-methoxy-1-methyl-quinoline iodide